CC=1C=CC=2N(C(C3N(C2N1)CCC(C3)C(=O)OC)=O)C3=CC=C(C=C3)C(F)(F)F methyl 2-methyl-6-oxo-5-(4-(trifluoromethyl)phenyl)-6,6a,7,8,9,10-hexahydro-5H-dipyrido[1,2-a:3',2'-e]pyrazine-8-carboxylate